2-chloro-5-(prop-2-ylidene)-7-(tetrahydro-2H-pyran-4-yl)-5,7-dihydro-6H-pyrrolo[2,3-d]pyrimidin-6-one ClC=1N=CC2=C(N1)N(C(C2=C(C)C)=O)C2CCOCC2